(S)-tert-butyl 2-((2S,3R)-3-((tert-butoxycarbonyl)amino)-2-hydroxy-4-phenylbutanamido)-2-(2,2-difluorobenzo[d][1,3]dioxol-4-yl)acetate C(C)(C)(C)OC(=O)N[C@@H]([C@@H](C(=O)N[C@H](C(=O)OC(C)(C)C)C1=CC=CC=2OC(OC21)(F)F)O)CC2=CC=CC=C2